C1(CCCCC1)SC=1C=C2C=CC=C(C2=CC1)C=1C=C2C=CNC(C2=CC1)=O 6-(6-cyclohexylsulfanyl-1-naphthyl)-2H-isoquinolin-1-one